6-(isopropyl(methyl)amino)-4-((methylamino)methyl)-2-(6-(4,5,6,7-tetrahydropyrazolo[1,5-a]pyrazin-3-yl)pyridin-2-yl)-2,3-dihydro-1H-pyrrolo[3,4-c]pyridin-1-one C(C)(C)N(C1=CC2=C(C(=N1)CNC)CN(C2=O)C2=NC(=CC=C2)C=2C=NN1C2CNCC1)C